((2S,3R)-3-amino-2-hydroxy-4-phenylbutyryl)-L-leucine N[C@@H]([C@@H](C(=O)N[C@@H](CC(C)C)C(=O)O)O)CC1=CC=CC=C1